3-methyl-4-((2-(1-methyl-1H-pyrazol-4-yl)pyridin-4-yl)oxy)aniline CC=1C=C(N)C=CC1OC1=CC(=NC=C1)C=1C=NN(C1)C